(S)-6-((4-bromophenoxy)methyl)-2,5,8-trioxaspiro[3.5]nonane BrC1=CC=C(OC[C@H]2OC3(COC3)COC2)C=C1